7-benzyl-2-oxa-7-azaspiro[4.4]nonane-9-carboxylic acid ethyl ester C(C)OC(=O)C1CN(CC12CCOC2)CC2=CC=CC=C2